N-phenyl-2-naphthalenesulfonamide C1(=CC=CC=C1)NS(=O)(=O)C1=CC2=CC=CC=C2C=C1